5-ethyl-1-(4-vinylbenzyl)-1H-tetrazole C(C)C1=NN=NN1CC1=CC=C(C=C1)C=C